1-(3-{4-chloro-5-iodo-7H-pyrrolo[2,3-b]pyridin-3-yl}phenyl)piperazin-2-one ClC1=C2C(NC=C1I)=NC=C2C=2C=C(C=CC2)N2C(CNCC2)=O